2-allyl-1-[6-(1-methyl-4-piperidyloxy)-2-pyridyl]-6-[p-(2,2,2-trifluoroethoxy)phenylamino]-1,2-dihydro-3H-1,2,5,7-tetraazainden-3-one C(C=C)N1N(C2=NC(=NC=C2C1=O)NC1=CC=C(C=C1)OCC(F)(F)F)C1=NC(=CC=C1)OC1CCN(CC1)C